FC(C1=CC=C(C=C1)CS(=O)(=O)NC1=C(C(=C(C=C1F)OC1=NC=CC=C1C1=NC(=NC=C1)N[C@@H]1CNC[C@H](C1)F)F)F)F 1-(4-(difluoromethyl)phenyl)-N-(2,3,6-trifluoro-4-((3-(2-(((3S,5S)-5-fluoropiperidin-3-yl)amino)pyrimidin-4-yl)pyridin-2-yl)oxy)phenyl)methanesulfonamide